FC1=C(C=C(C(=C1)C(F)(F)F)F)NS(=O)(=O)C1=CNC(=C1)C1=NC=CN=C1 N-[2,5-difluoro-4-(trifluoromethyl)phenyl]-5-pyrazin-2-yl-1H-pyrrole-3-sulfonamide